[Cl-].[Cl-].C[SiH](C)[Zr](C1C=CC=C1)(C1=CC=CC=2C3=CC=CC=C3CC12)C1=CC=CC=2C3=CC=CC=C3CC12 dimethylsilylbis[fluorenyl][cyclopentadienyl]zirconium dichloride